CC1=C(N=C2N(C1=O)C=C(C=C2C(C)NC2=C(C(=O)O)C=CC=C2)C)C2=CC=CC=C2 2-((1-(3,7-dimethyl-4-oxo-2-phenyl-4H-pyrido[1,2-a]pyrimidin-9-yl)ethyl)amino)benzoic acid